NCOCCOCCNC(=O)C=1C(=C2C3C(C(OC2=CC1CCCCC)(C)C)CCC(=C3)C)O N-(2-(2-(aminomethoxy)ethoxy)ethyl)-1-hydroxy-6,6,9-trimethyl-3-pentyl-6a,7,8,10a-tetrahydro-6H-benzo[c]chromene-2-carboxamide